FC=1C=C(C=CC1)NC12CC(C1)(C2)C(=O)N2C1=C(OCC2)C(=CN=C1)C1=CC=C(C#N)C=C1 4-(4-(3-((3-Fluorophenyl)amino)bicyclo[1.1.1]pentane-1-carbonyl)-3,4-dihydro-2H-pyrido[4,3-b][1,4]oxazin-8-yl)benzonitrile